4-((2-(2-hydroxyethyl)-2H-tetrazol-5-yl)(phenyl)methyl)piperazine-1-carboxylic acid benzyl ester C(C1=CC=CC=C1)OC(=O)N1CCN(CC1)C(C1=CC=CC=C1)C=1N=NN(N1)CCO